C(C(CCCCCC)O)(O)(O)O octanetetraol